benzoic acid methyl ester sodium salt [Na].COC(C1=CC=CC=C1)=O